ClC1=C(C=CC=C1C1=NC=CC(=C1Cl)C1=NC(=C(C=C1)CNCC1NC(CC1)=O)OC)NC(C1=NC=C(C(=C1)OC)CNCCO)=O N-(2-chloro-3-(3'-chloro-6-methoxy-5-((((5-oxopyrrolidin-2-yl)methyl)amino)methyl)-[2,4'-bipyridin]-2'-yl)phenyl)-5-(((2-hydroxyethyl)amino)methyl)-4-methoxypicolinamide